C(#N)C1=CC(=C(OC2=C(N=NC(=C2)I)C(=O)OC)C=C1)C methyl 4-(4-cyano-2-methylphenoxy)-6-iodopyridazine-3-carboxylate